(3aR,5r,6aS)-octahydrocyclopenta[c]pyrrol-5-ol hydrochloride C1[C@@H]2CNC[C@@H]2CC1O.Cl